2-bromo-5-(phenanthren-3-yl)-1,3,4-thiadiazole BrC=1SC(=NN1)C=1C=CC=2C=CC3=CC=CC=C3C2C1